4-propylamino-benzaldehyde C(CC)NC1=CC=C(C=O)C=C1